3-(6-(2,2-difluoro-6-azaspiro[3.4]octan-6-yl)pyridin-3-yl)-N-(3-fluoro-4-(3-fluoro-1-((2-(trimethylsilyl)ethoxy)methyl)-1H-pyrazol-4-yl)phenyl)-1-methyl-1H-1,2,4-triazol-5-amine FC1(CC2(C1)CN(CC2)C2=CC=C(C=N2)C2=NN(C(=N2)NC2=CC(=C(C=C2)C=2C(=NN(C2)COCC[Si](C)(C)C)F)F)C)F